8-(9H-purin-6-yl)-2-oxa-8-azabicyclo[3.3.1]non-3,6-diene-4,6-dicarboxaldehyde N1=CN=C2NC=NC2=C1N1C=C(C2C(=COC1C2)C=O)C=O